6-(1-fluoro-1-methyl-ethyl)-N-[2-[4-(hydroxymethyl)cyclohexyl]-6-methoxy-indazol-5-yl]-N-methyl-pyridine-2-carboxamide FC(C)(C)C1=CC=CC(=N1)C(=O)N(C)C1=CC2=CN(N=C2C=C1OC)C1CCC(CC1)CO